CN(C)CCCN(CCO)CCCN(C)C Bis-(dimethylaminopropyl)-2-hydroxyethyl-amin